2-(((1s,4s)-4-((7-morpholino-[1,2,4]triazolo[1,5-c]pyrimidin-5-yl)oxy)cyclohexyl)amino)pyrimidine-5-carboxamide O1CCN(CC1)C1=CC=2N(C(=N1)OC1CCC(CC1)NC1=NC=C(C=N1)C(=O)N)N=CN2